methyl 3-amino-5-bromo-4-chloropicolinate NC=1C(=NC=C(C1Cl)Br)C(=O)OC